[(3R)-5-fluoro-3,4-dihydro-3-(trifluoromethyl)-1(2H)-quinolinyl][2-methyl-5-[3-(1-methylethyl)-1H-1,2,4-triazol-1-yl]phenyl]methanone FC1=C2C[C@H](CN(C2=CC=C1)C(=O)C1=C(C=CC(=C1)N1N=C(N=C1)C(C)C)C)C(F)(F)F